C(#N)C1=CC(=CC2=CC(=CC=C12)CP(=O)(OCC)OCC)C(=O)OCC ethyl 4-cyano-7-((diethoxyphosphoryl) methyl)-2-naphthoate